C(#N)C1=C(OC2CCN(CC2)C2=C(C(N(C3=CC=CC=C23)C)=O)C#N)C=CC=C1 4-[4-(2-cyanophenoxy)piperidin-1-yl]-1-methyl-2-oxo-1,2-dihydroquinoline-3-carbonitrile